C(C)OC1=C(C=CC(=C1)CO)C=1NC(C2=C(N1)NN=N2)=O 5-(2-ethoxy-4-(hydroxymethyl)phenyl)-3,6-dihydro-7H-[1,2,3]triazolo[4,5-d]pyrimidin-7-one